FC1=C(C=CC(=C1C(=O)C1=CNC2=NC=C(C=C21)C2=CC=C(C=C2)N2CCC(CC2)N2CCNCC2)F)NS(=O)(=O)N2C[C@@H](CC2)F (3R)-N-[2,4-difluoro-3-[5-[4-(4-piperazin-1-yl-1-piperidyl)phenyl]-1H-pyrrolo[2,3-b]pyridine-3-carbonyl]phenyl]-3-fluoro-pyrrolidine-1-sulfonamide